Trans-1,2-diaminomethyl-cyclobutane trifluoroacetate FC(C(=O)O)(F)F.NC[C@H]1[C@@H](CC1)CN